N-(6-((2R,6s)-2,6-dimethylmorpholino)pyridin-3-yl)-2-methyl-4'-(trifluoromethoxy)-[1,1'-biphenyl]-3-carboxamide C[C@H]1O[C@H](CN(C1)C1=CC=C(C=N1)NC(=O)C=1C(=C(C=CC1)C1=CC=C(C=C1)OC(F)(F)F)C)C